O=C(CCCCCCCC(=O)OC(CCC)CCCCCCCC)CCCCCCCC(=O)OC(CCCCCCCC)CCCCCCCC 1-(dodecan-4-yl) 17-(heptadecan-9-yl) 9-oxoheptadecanedioate